C1(CCC1)COC(NCC1=C(SC(=C1)Cl)C1=NC(=C(C=C1)OC(=O)OCC1CCC1)C)=O cyclobutylmethyl((5-chloro-2-(5-(((cyclobutylmethoxy)carbonyl)oxy)-6-methylpyridin-2-yl)thiophen-3-yl)methyl)carbamate